1-(tri-ethoxysilylmethyl)hexahydroazepine C(C)O[Si](OCC)(OCC)CN1CCCCCC1